OCCN(CCO)CCCNCCO bis(hydroxyethyl)aminopropyl-(hydroxyethyl)amine